7-((1-acetylpiperidin-4-yl)amino)-2-(3-(6,7-dihydrothieno[3,2-c]pyridin-5(4H)-yl)-2-hydroxypropyl)-3,4-dihydroisoquinolin-1(2H)-one C(C)(=O)N1CCC(CC1)NC1=CC=C2CCN(C(C2=C1)=O)CC(CN1CC2=C(CC1)SC=C2)O